C(#N)C1CC(C1)(CC1=NN=CN1C)C=1C=C(C=CC1)NC(=O)C1=CC(=C2C(=N1)C(CC2)(C)C)C=O N-(3-((1r,3r)-3-cyano-1-((4-methyl-4H-1,2,4-triazol-3-yl)methyl)cyclobutyl)phenyl)-4-formyl-7,7-dimethyl-6,7-dihydro-5H-cyclopenta[b]pyridine-2-carboxamide